tert-butyl (2-((1-(4-chlorothiophen-2-yl)ethyl)(cyclopropyl) amino)ethyl)carbamate ClC=1C=C(SC1)C(C)N(CCNC(OC(C)(C)C)=O)C1CC1